C(=O)C1=C(C=CC=C1)B(O)O (2-formylphenyl)boronic acid